[N+](=O)([O-])C1=CC=C(C=C1)C=1N=C(SC1)N=NC1=C(NC2=CC=CC=C12)O 3-[[4-(4-nitrophenyl)-1,3-thiazol-2-yl]diazenyl]-1H-indol-2-ol